COCCN(CCC[C@H](C(C)C)N1CC2(C1)CCC(CC2)=O)C (R)-2-(6-((2-methoxyethyl)(methyl)amino)-2-methylhexan-3-yl)-2-azaspiro[3.5]nonan-7-one